FC1=C(CN2[C@@H](CCC2=O)CC(=O)N[C@H](C(SCC2=CC=C(C=C2)C(F)(F)F)=O)C(C)C)C=CC=C1F S-(4-(Trifluoromethyl)benzyl) (S)-2-(2-((S)-1-(2,3-difluorobenzyl)-5-oxopyrrolidin-2-yl)acetamido)-3-methylbutanethioate